2-(4-(5-butyl-2-(4-methoxyphenyl)pyridin-3-yl)-1H-1,2,3-triazol-1-yl)acetic acid C(CCC)C=1C=C(C(=NC1)C1=CC=C(C=C1)OC)C=1N=NN(C1)CC(=O)O